2-[2-(methylamino)ethoxy]ethanol CNCCOCCO